(2,6-difluoro-phenyl)-acetic acid FC1=C(C(=CC=C1)F)CC(=O)O